ClC1=C(C=C(C=C1)F)C1NC(C2=C3C(=CC(=C12)NC(=O)C1=NSC2=C1C=CC=C2)OCO3)=O N-(6-(2-chloro-5-fluorophenyl)-8-oxo-7,8-dihydro-6H-[1,3]dioxolo[4,5-e]isoindol-5-yl)benzo[d]isothiazole-3-carboxamide